((7R)-7-Amino-2-azabicyclo[2.2.1]heptan-2-yl)(2-(1-(cyclopropylmethyl)-6-(2-fluoro-3-hydroxyphenyl)-1H-indol-2-yl)-4-fluoro-3-methylpyrazolo[1,5-a]pyridin-6-yl)methanone N[C@H]1C2N(CC1CC2)C(=O)C=2C=C(C=1N(C2)N=C(C1C)C=1N(C2=CC(=CC=C2C1)C1=C(C(=CC=C1)O)F)CC1CC1)F